isoamyl α-hydroxyisobutyrate OC(C(=O)OCCC(C)C)(C)C